methyl 7-methyl-7-(2,2,2-trifluoroethyl)-5H-furo[3,4-d]pyrimidine-2-carboxylate CC1(OCC2=C1N=C(N=C2)C(=O)OC)CC(F)(F)F